COC(C1=C(C=C(C(=C1)F)C1=CC=CC=2CN(COC21)C(C2=C(C=C(C=C2)N2CC1(C2)CC(C1)OC)Cl)=O)N1C2COCC1CC2)=O 4-[3-[2-Chloro-4-(6-methoxy-2-azaspiro[3.3]heptan-2-yl)benzoyl]-2,4-dihydro-1,3-benzoxazin-8-yl]-5-fluoro-2-(3-oxa-8-azabicyclo[3.2.1]oct-8-yl)benzoic acid methyl ester